2-(4-(Cyclopropylsulfonyl)phenyl)-6-(4-(4-isopropylpiperazin-1-yl)phenyl)-1,4-dimethyl-1H-pyrrolo[3,2-c]pyridin C1(CC1)S(=O)(=O)C1=CC=C(C=C1)C1=CC=2C(=NC(=CC2N1C)C1=CC=C(C=C1)N1CCN(CC1)C(C)C)C